(S)-4-(3-(2,4-Difluoro-3-hydroxy-5-(trifluoromethyl)phenyl)-1-methyl-1H-pyrazolo[3,4-d]pyrimidin-6-yl)-N-isopropylmorpholine-3-carboxamide FC1=C(C=C(C(=C1O)F)C(F)(F)F)C1=NN(C2=NC(=NC=C21)N2[C@@H](COCC2)C(=O)NC(C)C)C